FC1=CC=C(C=C1)C=1C=NC=C2C(=C(N3C(C12)=NC=N3)C(=O)OC)O Methyl 10-(4-fluorophenyl)-6-hydroxy-[1,2,4]triazolo[5,1-a][2,6]naphthyridine-5-carboxylate